2-(((3R,4S)-4-Fluoro-1-(oxetan-3-yl)pyrrolidin-3-yl)amino)-5-(imidazo[1,2-a]pyrimidin-6-yl)pyrrolo[2,1-f][1,2,4]triazin-4-ol F[C@@H]1[C@@H](CN(C1)C1COC1)NC1=NN2C(C(=N1)O)=C(C=C2)C=2C=NC=1N(C2)C=CN1